7-[4-(4-benzo[b]thiophen-4-yl-piperazin-1-yl)-butoxy]-1H-quinolin-2-one phosphate P(=O)(O)(O)O.S1C2=C(C=C1)C(=CC=C2)N2CCN(CC2)CCCCOC2=CC=C1C=CC(NC1=C2)=O